3-(Dodecyldimethyl-ammonio)-propane-sulfonate C(CCCCCCCCCCC)[N+](CCCS(=O)(=O)[O-])(C)C